N-((1-(4-(6-(Difluoromethyl)imidazo[1,2-b]pyridazin-3-yl)-5-fluoropyridin-2-yl)piperidin-3-yl)methyl)methanesulfonamide FC(C=1C=CC=2N(N1)C(=CN2)C2=CC(=NC=C2F)N2CC(CCC2)CNS(=O)(=O)C)F